tert-butyl (4-amino-3-(benzyloxy)benzyl)carbamate NC1=C(C=C(CNC(OC(C)(C)C)=O)C=C1)OCC1=CC=CC=C1